(2-(isopropylamino)-1-methyl-6-oxo-1,6-dihydropyrimidin-5-yl)boric acid C(C)(C)NC=1N(C(C(=CN1)OB(O)O)=O)C